5-bromo-2-ethyl-6-methyl-2H-pyrazolo[3,4-b]pyridine BrC1=CC=2C(N=C1C)=NN(C2)CC